DIAZABICYCLOOCTAN N1(NCCCCCC1)C1CCCCCCC1